2-amino-6-hydroxy-2-(2,4,6-trifluorophenyl)cyclohexan-1-one hydrochloride Cl.NC1(C(C(CCC1)O)=O)C1=C(C=C(C=C1F)F)F